(3-chloro-2,4-dimethyl-5,7-dihydropyrrolo[3,4-b]pyridin-6-yl)-[(3R)-1-(4-methyl-3-pyridyl)pyrrolidin-3-yl]methanone ClC=1C(=C2C(=NC1C)CN(C2)C(=O)[C@H]2CN(CC2)C=2C=NC=CC2C)C